N-((6-(2,6-dichloro-3,5-dimethoxyphenyl)-7-methyl-8-oxo-7,8-dihydropyrido[3,4-d]pyrimidin-2-yl)methyl)acrylamide ClC1=C(C(=C(C=C1OC)OC)Cl)C1=CC2=C(N=C(N=C2)CNC(C=C)=O)C(N1C)=O